C1(CC1)C=1OC(=NN1)C1=C(C=C(C=C1OC)C1=CN=C2N1C=CC(=C2)C=2C=NN(C2)C)OC 2-cyclopropyl-5-(2,6-dimethoxy-4-(7-(1-methyl-1H-pyrazol-4-yl)imidazo[1,2-a]pyridin-3-yl)phenyl)-1,3,4-oxadiazole